BrC=1C=C2C(=NC=NC2=CC1)OC=1C=C(C=CC1)NC(C=C)=O N-(3-((6-bromoquinazolin-4-yl)oxy)phenyl)acrylamide